(R)-(3-(4-cyclopropyl-oxazol-2-yl)-8-methyl-5,6-dihydro-[1,2,4]triazolo[4,3-a]pyrazin-7(8H)-yl)(3,4-difluorophenyl)methanone C1(CC1)C=1N=C(OC1)C1=NN=C2N1CCN([C@@H]2C)C(=O)C2=CC(=C(C=C2)F)F